OC=1C=C2C(=CNC2=CC1)CCN1C(C(CCC1)C(=O)N)=O [2-(5-hydroxy-1H-indol-3-yl)ethyl]-2-oxopiperidine-3-carboxamide